BrC=1C(=NN(C1CO)C1OCCCC1)C (4-bromo-3-methyl-1-(tetrahydro-2H-pyran-2-yl)-1H-pyrazol-5-yl)methanol